1,3-Dimethylimidazolium methyl-carbonat COC([O-])=O.CN1C=[N+](C=C1)C